5-((4-(2,3-dichlorophenyl)piperazin-1-yl)methyl)-2-(2,6-dioxopiperidin-3-yl)isoindoline-1,3-dione ClC1=C(C=CC=C1Cl)N1CCN(CC1)CC=1C=C2C(N(C(C2=CC1)=O)C1C(NC(CC1)=O)=O)=O